3-((4-(4-((2-amino-7-azaspiro[3.5]nonan-7-yl)methyl)piperidin-1-yl)-2,5-difluorophenyl)amino)piperidine-2,6-dione NC1CC2(C1)CCN(CC2)CC2CCN(CC2)C2=CC(=C(C=C2F)NC2C(NC(CC2)=O)=O)F